OC1=CC=C(C=C1)C(=C(CC)C1=CC=C(C=C1)O)C1=CC=C(OCCN2CCC(CC2)CN2C[C@H](CCC2)NC=2C=C3C(N(C(C3=CC2)=O)C2C(NC(CC2)=O)=O)=O)C=C1 5-(((S)-1-((1-(2-(4-(1,2-bis(4-hydroxyphenyl)but-1-en-1-yl)phenoxy)ethyl)piperidin-4-yl)methyl)piperidin-3-yl)amino)-2-(2,6-dioxopiperidin-3-yl)isoindoline-1,3-dione